[Si](C)(C)(C(C)(C)C)ON1CCN(CC1)C(=O)OC(C)(C)C tert-butyl 4-((tert-butyldimethylsilyl)oxy)piperazine-1-carboxylate